Lithium molybdenum disulfide [Mo](=S)=S.[Li]